CC1=CC(=NN1CCC)NC(=O)C1CN(C1)C=1N=CC2=C(N1)N(C=C(C2=O)C(=O)O)C=2SC=CN2 2-{3-[(5-methyl-1-propyl-1H-pyrazol-3-yl)carbamoyl]azetidin-1-yl}-5-oxo-8-(1,3-thiazol-2-yl)-5H,8H-pyrido[2,3-d]pyrimidine-6-carboxylic acid